(+)-5-Fluoro-4-(4-fluoro-2-methoxyphenyl)-N-{4-[(S-methylsulfonimidoyl)methyl]pyridin-2-yl}pyridin-2-amine FC=1C(=CC(=NC1)NC1=NC=CC(=C1)CS(=O)(=N)C)C1=C(C=C(C=C1)F)OC